4,7-dichloro-6-(4-((dimethylamino)methyl)-3-fluorophenyl)-2H-indazole ClC=1C2=CNN=C2C(=C(C1)C1=CC(=C(C=C1)CN(C)C)F)Cl